FC=1C=CC(=C(C(=O)N(C(C)C)C(C)C)C1)OC1=C(N=CN=N1)N1CC2(CN(C2)[C@H](C(C)C)CCCNCCOC)CC1 (S)-5-fluoro-N,N-diisopropyl-2-((5-(2-(6-((2-methoxyethyl)amino)-2-methylhex-3-yl)-2,6-diazaspiro[3.4]oct-6-yl)-1,2,4-triazin-6-yl)oxy)benzamide